4-(7-fluoroimidazo[1,2-a]pyridin-3-yl)-7-[[5-(4-methyl-1-oxa-4,8-diazaspiro[5.5]undecan-8-yl)-2-pyridyl]amino]isoindolin-1-one FC1=CC=2N(C=C1)C(=CN2)C2=C1CNC(C1=C(C=C2)NC2=NC=C(C=C2)N2CC1(CN(CCO1)C)CCC2)=O